(2R,3R,4R,5R)-5-(4-benzamido-2-oxopyrimidin-1(2H)-yl)-4-((tert-butyldimethylsilyl)oxy)-2-(((tert-butyldimethylsilyl)oxy)methyl)tetrahydrofuran-3-yl methyl sulfite S(=O)(O[C@@H]1[C@H](O[C@H]([C@@H]1O[Si](C)(C)C(C)(C)C)N1C(N=C(C=C1)NC(C1=CC=CC=C1)=O)=O)CO[Si](C)(C)C(C)(C)C)OC